C(C)NC=1N=CC2=C(N1)NC=C2C=2C=C(C=1N(C2)C=C(N1)C)F N-ethyl-5-(8-fluoro-2-methylimidazo[1,2-a]pyridin-6-yl)-7H-pyrrolo[2,3-d]pyrimidin-2-amine